C(C)(C)OC1=C(C(=CC=C1)C)C(C)=O 1-(2-isopropoxy-6-methylphenyl)ethanone